C(C=C)OC1=CC=C(C=C1)C(C)(C)C1=CC=C(C=C1)OCC=C O,O'-diallylbisphenol A